COC1=CC=C(CN(S(=O)(=O)C=2N=CN(C2)C(C(=O)OC)(C)C)CC2=CC=C(C=C2)OC)C=C1 methyl 2-(4-(N,N-bis(4-methoxybenzyl)sulfamoyl)-1H-imidazol-1-yl)-2-methylpropanoate